CS(=O)(=O)O[C@H](COC1=CC=C(C(=O)OCC2=CC=CC=C2)C=C1)CN1N=CN=N1 (S)-Benzyl 4-(2-((methylsulfonyl)oxy)-3-(2H-tetrazol-2-yl)propoxy)benzoate